ClC1=C(C=CC=N1)C(F)(F)F 6-chloro-5-(trifluoromethyl)pyridin